[(2R,3S,4R,5R)-3,4-dihydroxy-5-[6-(2-phenylethylamino)-purin-9-yl]tetrahydro-furan-2-yl]methoxy-methylphosphonic acid O[C@@H]1[C@H](O[C@H]([C@@H]1O)N1C2=NC=NC(=C2N=C1)NCCC1=CC=CC=C1)COCP(O)(O)=O